FC12CC(C1)(C2)CNCC=2C=CC=1N(C2)C=C(N1)CN1N=NC(=C1)C=1C=NC=C(C1)OC ({3-fluorobicyclo[1.1.1]pentan-1-yl}methyl)[(2-{[4-(5-methoxypyridin-3-yl)-1H-1,2,3-triazol-1-yl]methyl}imidazo[1,2-a]pyridin-6-yl)methyl]amine